5-cyanoamyl-dimethyl-fluorosilane C(#N)CCCCC[Si](F)(C)C